(2R)-N-[(1S)-2-hydroxy-1-(2-methoxypyridin-4-yl)ethyl]-2-(6-{2-[(oxan-4-yl)amino]pyrimidin-4-yl}-1-oxo-2,3-dihydro-1H-isoindol-2-yl)propanamide OC[C@H](C1=CC(=NC=C1)OC)NC([C@@H](C)N1C(C2=CC(=CC=C2C1)C1=NC(=NC=C1)NC1CCOCC1)=O)=O